CC1(C(=O)O)C(C(=O)O)CCCC1 Methyl-hexahydrophthalic acid